N-(6-(3-bromobenzyl)pyridazin-3-yl)-1-methyl-6-oxo-1,4,5,6-tetrahydropyridazine-3-carboxamide BrC=1C=C(CC2=CC=C(N=N2)NC(=O)C2=NN(C(CC2)=O)C)C=CC1